ClC1=NC(=NC(=C1)C)C(F)(F)F 4-chloro-6-methyl-2-(trifluoromethyl)pyrimidine